2-[acetyl-(3-fluorobenzyl)amino]-7-chloro-6-hydroxy-1-benzothiophene-3-carboxylic acid methyl ester COC(=O)C1=C(SC2=C1C=CC(=C2Cl)O)N(CC2=CC(=CC=C2)F)C(C)=O